4,5-dibromo-furan-2-carbaldehyde BrC=1C=C(OC1Br)C=O